NC=1C=C2C=CC=C3CCC(C(C1)=C32)=O 8-amino-2,3-dihydro-1H-phenalen-1-one